methyl 5-bromo-2-(cyclobutylmethyl)-2H-indazole-3-carboxylate BrC1=CC2=C(N(N=C2C=C1)CC1CCC1)C(=O)OC